COC=1C=C(C=CC1OC)[C@@H](C1CCN(CC1)C(=O)C=1C=CC2=C(NC(CO2)=O)C1)C1=CC=NC=C1 6-[4-[(S)-(3,4-Dimethoxyphenyl)-(4-pyridyl)methyl]piperidin-1-carbonyl]-4H-1,4-benzoxazin-3-on